CS(=O)(=O)OCC1CC1 (1-((methylsulfonyl)oxy)methyl)cyclopropane